N-(4,4-difluorocyclohexyl)-5-(3-(difluoromethyl)imidazo[1,2-b]pyridazin-6-yl)-7H-pyrrolo[2,3-d]pyrimidin-2-amine FC1(CCC(CC1)NC=1N=CC2=C(N1)NC=C2C=2C=CC=1N(N2)C(=CN1)C(F)F)F